4-methylbenzenesulfonylurea CC1=CC=C(C=C1)S(=O)(=O)NC(=O)N